NC=1NC(C2=C(N1)NC=C2CNCCC(C2=CC=CC=C2)=O)=O N-((2-amino-4-oxo-4,7-dihydro-3H-pyrrolo[2,3-d]pyrimidin-5-yl)methyl)-3-oxo-3-phenylpropan-1-amine